BrC1=C(C=C(C=C1)C(C)N)F 1-(4-bromo-3-fluorophenyl)ethane-1-amine